(R)-5-(7-((4-fluorophenyl)sulfonyl)-8-methyl-5,6,7,8-tetrahydro-[1,2,4]triazolo[4,3-a]pyrazin-3-yl)-3-methyl-1,2,4-thiadiazole FC1=CC=C(C=C1)S(=O)(=O)N1[C@@H](C=2N(CC1)C(=NN2)C2=NC(=NS2)C)C